O1COC2=C1C=CC(=C2)[C@@H](C)N2CCNCC2 (R)-1-(1-(benzo[d][1,3]dioxol-5-yl)ethyl)piperazine